BrC=1C=CC=C2C=CC=C(C12)N1CC=2N=C(N=C(C2CC1)N1C[C@@H](N(CC1)C(=O)OCC1=CC=CC=C1)CC#N)OC[C@H]1N(CCC1)C(=O)OC(C)(C)C benzyl (2S)-4-[7-(8-bromo-1-naphthyl)-2-[[(2S)-1-tert-butoxycarbonylpyrrolidin-2-yl]methoxy]-6,8-dihydro-5H-pyrido[3,4-d]pyrimidin-4-yl]-2-(cyanomethyl)piperazine-1-carboxylate